ClC1=C(C=C(C(=C1)F)O)C=1C(=C(N=C2[C@H]3C([C@@H](CC12)C3)(C)C)N3CC1(CN(C1)C(C=C)=O)CC3)C#N (1R,9R)-6-(2-chloro-4-fluoro-5-hydroxyphenyl)-10,10-dimethyl-4-(2-(2-propenoyl)-2,6-diazaspiro[3.4]octan-6-yl)-3-azatricyclo[7.1.1.02,7]undeca-2,4,6-triene-5-carbonitrile